C(C=C)(=O)N1CC(C1)CN1C2=C(N(C(C1=O)=O)C=1C(=NC=CC1C)C(C)C)N=C(C(=C2)Cl)C2=NC(=CC(=C2C(F)(F)F)C)N 1-((1-acryloylazetidin-3-yl)methyl)-6-(6-amino-4-methyl-3-(trifluoromethyl)pyridin-2-yl)-7-chloro-4-(2-isopropyl-4-methylpyridin-3-yl)-1,4-dihydropyrido[2,3-b]pyrazine-2,3-dione